(S)-1-(2-ethylbutoxy)-1-oxopropan-2-aminium chloride [Cl-].C(C)C(COC([C@H](C)[NH3+])=O)CC